FC(N1N=CC(=C1)C1=CC=C(COC2=CC=CC(=N2)C2=CC(=C(CC3=NC4=C(N3[C@@H]3COCC3(C)C)C=C(C=C4)C(=O)O)C=C2F)F)C=C1)F (S)-2-(4-(6-((4-(1-(difluoromethyl)-1H-pyrazol-4-yl)benzyl)oxy)pyridin-2-yl)-2,5-difluorobenzyl)-1-(4,4-dimethyltetrahydrofuran-3-yl)-1H-benzo[d]imidazole-6-carboxylic acid